O1C=NC2=C1C=CC(=C2)CCO 2-(benzo[d]oxazol-5-yl)ethan-1-ol